N,5-dimethyl-5H-indolo[2,3-b]quinolin-11-amine compound with anisole C1(=CC=CC=C1)OC.CNC1=C2C(N(C3=CC=CC=C13)C)=NC=1C=CC=CC12